oxolinium [O+]1=CCCC1